ClC1=CC=C(C=C1)N1C(=NC2=C(C1=O)C=CC=N2)C(CC2=CC(=CC(=C2)F)F)NC(OC(C)(C)C)=O tert-butyl (1-(3-(4-chlorophenyl)-4-oxo-3,4-dihydropyrido[2,3-d]pyrimidin-2-yl)-2-(3,5-difluorophenyl)ethyl)carbamate